NC1=CC=C(C=C1)CC1=C(C=C(C=C1)N)OCC 4-((4-aminophenyl)methyl)-3-ethoxybenzenamine